9-bromo-10-(1-naphthyl)anthracene BrC=1C2=CC=CC=C2C(=C2C=CC=CC12)C1=CC=CC2=CC=CC=C12